FC1=C2CCN(C2=CC=C1)CC1=CC(=CN2C1=NC(=CC2=O)N2C[C@H](OCC2)C)C(=O)N(C)C 9-[(4-fluoroindolin-1-yl)methyl]-N,N-dimethyl-2-[(2R)-2-methylmorpholin-4-yl]-4-oxo-pyrido[1,2-a]pyrimidine-7-carboxamide